C(CC)OC(\C=C/C(=O)OCCC)=O (Z)-but-2-enedioic acid dipropyl ester